1-Tert-butyl N-[3-[2-[1-[[1-(2,6-dioxo-3-piperidyl)-3-methyl-2-oxo-benzimidazol-5-yl]methyl]-4-piperidyl]ethoxy]cyclobutyl]-N-methyl-carbamate O=C1NC(CCC1N1C(N(C2=C1C=CC(=C2)CN2CCC(CC2)CCOC2CC(C2)N(C(OC(C)(C)C)=O)C)C)=O)=O